pyrazine-2-carbonitrile formate salt C(=O)O.N1=C(C=NC=C1)C#N